4-phenyl-2-oxo-N-(2-fluorophenyl)-3-pyrrolidinecarboxamide C1(=CC=CC=C1)C1C(C(NC1)=O)C(=O)NC1=C(C=CC=C1)F